3'-Methyl-1'-phenyl-7,8,9,10-tetrahydro-5H-spiro[phenanthridine-6,4'-pyrazol]-5'(1'H)-one CC1=NN(C(C12NC=1C=CC=CC1C=1CCCCC12)=O)C1=CC=CC=C1